O=C1NC(CCC1C1=NN(C2=CC(=CC=C12)N1CCC(CC1)CN1CC2(CN(C2)C(=O)OC(C)(C)C)C1)C)=O tert-butyl 6-((1-(3-(2,6-dioxopiperidin-3-yl)-1-methyl-1H-indazol-6-yl)piperidin-4-yl)methyl)-2,6-diazaspiro[3.3]heptane-2-carboxylate